4-(6-(5-(5-fluoro-2-hydroxybenzyl)-2,5-diazabicyclo[2.2.1]heptan-2-yl)pyridin-3-yl)-2-(1-methyl-1H-pyrazol-4-yl)-1H-pyrrole FC=1C=CC(=C(CN2C3CN(C(C2)C3)C3=CC=C(C=N3)C=3C=C(NC3)C=3C=NN(C3)C)C1)O